CC=1C(=NOC1)C1(C2CCNCC12)CNC(OC(C)(C)C)=O tert-butyl ((7-(4-methylisoxazol-3-yl)-3-azabicyclo[4.1.0]heptan-7-yl)methyl)carbamate